4-hydroxy-4'-fluoro-3'-methyl-[1,1'-biphenyl] OC1=CC=C(C=C1)C1=CC(=C(C=C1)F)C